2-(1,5-dimethylpyrazol-4-yl)-2-(2-thienyl)ethanamine CN1N=CC(=C1C)C(CN)C=1SC=CC1